trans-4-((3-(2-Isopropylthiazol-5-yl)phenyl)((trans-4-(5-methoxy-6-methylpyridin-2-yl)cyclohexyl)methyl)carbamoyl)cyclohexyl (3-hydroxypropyl)carbamate OCCCNC(O[C@@H]1CC[C@H](CC1)C(N(C[C@@H]1CC[C@H](CC1)C1=NC(=C(C=C1)OC)C)C1=CC(=CC=C1)C1=CN=C(S1)C(C)C)=O)=O